C(C1=CC=CC=C1)N1N=CC(=C1)C=1C(=CC(N(C1)C)=O)C1=CC=NN1 5-(1-benzyl-1H-pyrazol-4-yl)-1-methyl-4-(1H-pyrazol-5-yl)pyridin-2(1H)-one